CC(C(=O)N)=CC1=CC=C(C=C1)C=C1C(NC(S1)=O)=O methyl-3-[4-(2,4-dioxothiazolidin-5-ylidenemethyl)phenyl]acrylamide